[Si](C)(C)(C(C)(C)C)OCC1=CC=C(C=C1)NC([C@H](C)NC(OC(C)(C)C)=O)=O tert-butyl (S)-(1-((4-(((tert-butyldimethylsilyl)oxy)methyl)phenyl)amino)-1-oxopropan-2-yl)carbamate